1-ethoxycarbonylethyl 1,4-butanedisulfonate C(CCCS(=O)(=O)[O-])S(=O)(=O)OC(C)C(=O)OCC